(4S)-5,5-difluoro-3-(methanesulfonyl)-1-(5,6,7,8-tetrahydroquinolin-8-yl)-4,5,6,7-tetrahydro-1H-indol-4-ol FC1([C@H](C=2C(=CN(C2CC1)C1CCCC=2C=CC=NC12)S(=O)(=O)C)O)F